CN([C@@H](C)C=1C=C(C=CC1)O)C 3-[(1s)-1-(dimethylamino)ethyl]phenol